COC(C1=C(C=CC(=C1)S(=O)(=O)N1C(CCC2=CC(=CC=C12)CC)C1CC1)OCC=1N=NN(C1C)C)=O 5-((2-cyclopropyl-6-ethyl-3,4-dihydroquinolin-1(2H)-yl)sulfonyl)-2-((1,5-dimethyl-1H-1,2,3-triazol-4-yl)methoxy)benzoic acid methyl ester